COC(CSC1=NN(C(=C1[N+](=O)[O-])C=1OC(=NN1)C)C1=CC=CC=C1)=O Methyl-{[5-(5-methyl-1,3,4-oxadiazol-2-yl)-4-nitro-1-phenyl-1H-pyrazol-3-yl]sulfanyl}acetat